ClC1=C(C=C(C=C1)N1C(CCCC12CCN(CC2)C=2N=NN(C2)C2=CC=C(C=C2)F)=O)F 1-(4-chloro-3-fluorophenyl)-9-(1-(4-fluorophenyl)-1H-1,2,3-triazol-4-yl)-1,9-diazaspiro[5.5]undecan-2-one